N-(4-((2-(1,1-difluoroethyl)-6-ethylpyrimidin-4-yl)amino)-5-(6-oxo-1,6-dihydropyridazin-3-yl)pyridin-2-yl)acetamide FC(C)(F)C1=NC(=CC(=N1)NC1=CC(=NC=C1C1=NNC(C=C1)=O)NC(C)=O)CC